3-[1-(2,6-dioxo-3-piperidinyl)-3-methyl-2-oxo-benzimidazol-4-yl]Cyclobutane O=C1NC(CCC1N1C(N(C2=C1C=CC=C2C2CCC2)C)=O)=O